(5s,8s)-8-(benzyloxy)-4-hydroxy-3-mesityl-1-oxaspiro[4.5]dec-3-en-2-one C(C1=CC=CC=C1)OC1CCC2(C(=C(C(O2)=O)C2=C(C=C(C=C2C)C)C)O)CC1